C[C@H]1N(C[C@@H]([C@H]([C@@H]1O)O)O)C[C@@H]1CN(CCC1)C=1C(=NC=CC1)C(F)(F)F (2R,3R,4R,5S)-2-methyl-1-(((R)-1-(2-(trifluoromethyl)pyridin-3-yl)piperidin-3-yl)methyl)piperidine-3,4,5-triol